5-(Cyclopropylmethylsulfanyl)-6-[7-methyl-3-(trifluoromethyl)imidazo[4,5-c]pyridazin-6-yl]pyridin-3-ol C1(CC1)CSC=1C=C(C=NC1C1=NC2=C(N=NC(=C2)C(F)(F)F)N1C)O